7-bromo-6-chloro-N-(5-chloro-3-fluoro-6-methoxypyridin-2-yl)-1H-indole-3-sulfonamide BrC=1C(=CC=C2C(=CNC12)S(=O)(=O)NC1=NC(=C(C=C1F)Cl)OC)Cl